C1=CC=C(C=C1)C2=NC(=NC(=N2)C3=CC=C(C=C3)C4=CC=C(C=C4)C5=NC(=NC(=N5)C6=CC=CC=C6)C7=CC=CC=C7)C8=CC=CC=C8 4,4'-bis[2-(4,6-diphenyl-1,3,5-triazinyl)]-1,1'-biphenyl